1-(5-(aminomethyl)thiophen-2-yl)-2-((6-chloro-7-fluoro-2-methylquinazolin-4-yl)thio)ethan-1-one hydrochloride Cl.NCC1=CC=C(S1)C(CSC1=NC(=NC2=CC(=C(C=C12)Cl)F)C)=O